C(C)(C)C1=C(C=CC=C1)C1=NC=C2N(C(N(C2=N1)CC1=CC=C(C=C1)C=1N(C=CN1)CCOC)=O)C 2-(2-isopropylphenyl)-9-(4-(1-(2-methoxyethyl)-1H-imidazol-2-yl)benzyl)-7-methyl-7,9-dihydro-8H-purin-8-one